C(C(=C)CC(=O)[O-])(=O)OCCCCCCCCC(C)C Monoisoundecyl itaconate